C(C=C(C)C)CC(=O)O.C(C)(=O)OC=CC(C)=C isoprenyl acetate (PRENYL ACETATE)